O=S1(C2=C(NC(C3=C1C=CC=C3)=O)C=C(C=C2)C(=O)NCC2=CN=C(S2)C2=CC=C(C(=O)NCCNC(OC(C)(C)C)=O)C=C2)=O tert-butyl (2-(4-(5-((5,5-dioxido-11-oxo-10,11-dihydrodibenzo[b,f][1,4]thiazepine-8-carboxamido) methyl) thiazol-2-yl) benzamido) ethyl)carbamate